C1(CCCCC1)COC1=C(C(=CC=C1)O)C(/C=C/C1=CC=C(C=C1)NC(C)=O)=O N-[4-[(E)-3-[2-(Cyclohexylmethoxy)-6-hydroxyphenyl]-3-oxoprop-1-enyl]phenyl]acetamide